(3S)-N-[(2-methylpyridin-4-yl)methyl]-1-(pyridin-3-yl)piperidin-3-amine CC1=NC=CC(=C1)CN[C@@H]1CN(CCC1)C=1C=NC=CC1